O=C1NC(CCC1N1C(C2=CC=C(C=C2C1)C(=O)O)=O)=O 2-(2,6-dioxopiperidin-3-yl)-1-oxo-isoindoline-5-carboxylic acid